4-((5-(3-(Piperidin-1-yl)propoxy)-1H-indol-1-yl)sulfonyl)-N-propylbenzohydrazide N1(CCCCC1)CCCOC=1C=C2C=CN(C2=CC1)S(=O)(=O)C1=CC=C(C(=O)N(N)CCC)C=C1